(biphenyl-yl){[(biphenylyl)phenyltriazinyl]phenyl}dibenzofuran C1(=C(C=CC=C1)C1=C(C2=C(OC3=C2C=CC=C3)C=C1)C1=C(C=CC=C1)C1=NN=NC(=C1C1=CC=CC=C1)C1=C(C=CC=C1)C1=CC=CC=C1)C1=CC=CC=C1